1,6-Bis-(N,N-dimethylamino)-n-hexane CN(C)CCCCCCN(C)C